3-benzyl-2-imino-thiazole-4-carboxylic acid ethyl ester hydrobromide Br.C(C)OC(=O)C=1N(C(SC1)=N)CC1=CC=CC=C1